COC(CCCCCCCC=CCC(CCCCCC)OC(=O)C1C(O1)C(=O)O)=O 3-(((18-methoxy-18-oxooctadec-9-en-7-yl)oxy)carbonyl)oxirane-2-carboxylic acid